ClC1=C2C(=NN(C2=CC=C1)S(=O)(=O)C1=CC=C(C=C1)C(C)(F)F)N1CCC(CCC1)(F)F 4-chloro-3-(4,4-difluoroazepan-1-yl)-1-[4-(1,1-difluoroethyl)phenyl]sulfonyl-indazole